FC=1C=C2C=C(NC2=CC1OCC=1N=CSC1)CNC(=O)N1CCC1 N-((5-fluoro-6-(thiazol-4-ylmethoxy)-1H-indol-2-yl)methyl)azetidine-1-carboxamide